allyl bromoformate BrC(=O)OCC=C